6,8-difluoro-7-[3-(methoxymethoxy)-1-naphthyl]quinazoline-2,4-diol FC=1C=C2C(=NC(=NC2=C(C1C1=CC(=CC2=CC=CC=C12)OCOC)F)O)O